C(C)(C)(C)C1=CC(=C(C=C1)P(C1=CC=CC=C1)(C1=CC=CC=C1)=O)OC (4-(tert-butyl)-2-methoxyphenyl)diphenylphosphine oxide